butylidene-bis(4-methyl-6-t-butylphenol) C(CCC)(C1=C(C(=CC(=C1)C)C(C)(C)C)O)C1=C(C(=CC(=C1)C)C(C)(C)C)O